ethyl-oxalate C(C)OC(C(=O)[O-])=O